CNCCC1=CNC2=CC=CC(=C12)OP(=O)(O)O.ClC[Si](OCCCCC)(C)C chloromethyl-(dimethyl)pentoxysilane [3-[2-(methylamino)ethyl]-1H-indol-4-yl]dihydrogenphosphate